CC1=C(C(=CC(=C1)C#CC)C)C1C(CC2(CCN(CC2)C(C(C)OC(C)C)=O)CC1=O)=O 9-(2,6-dimethyl-4-prop-1-ynyl-phenyl)-3-(2-isopropoxypropionyl)-3-azaspiro[5.5]undecane-8,10-dione